2-dicyclohexylphosphino-2,4',6'-triisopropylbiphenyl C1(CCCCC1)P(C1(C(=CC=CC1)C1=CC=C(C=C1C(C)C)C(C)C)C(C)C)C1CCCCC1